Cl.Cl.N1(N=NC(=C1)C=1C=C(C=CC1)C[C@H](C(=O)O)[C@@H]1CNCC1)C=1C=C(C=CC1)C[C@H](C(=O)O)[C@@H]1CNCC1 (2S,2'S)-3,3'-[1H-1,2,3-Triazole-1,4-diyldi(3,1-phenylene)]bis{2-[(3R)-pyrrolidin-3-yl]propanoic acid} dihydrochloride